3-(2-iodoethyl)indole ICCC1=CNC2=CC=CC=C12